N1N=CC(=C1)S(=O)(=O)C=1C=C2C=NN(C(C2=CC1)=O)CC1=NN2C(OCC2)=C1 6-((1H-pyrazol-4-yl)sulfonyl)-2-((2,3-dihydropyrazolo[5,1-b]oxazol-6-yl)methyl)phthalazin-1(2H)-one